8-methoxy-10,10-dimethyl-5-oxo-10,11-dihydro-5H-1,11-diaza-benzo[b]fluorene-2-carbonitrile COC=1C=CC2=C(C(C=3NC=4N=C(C=CC4C3C2=O)C#N)(C)C)C1